NC1=CC=C(C=C1)OC1=CC=C(C=C1)C(C(F)(F)F)(C(F)(F)F)C1=CC=C(C=C1)OC1=CC=C(C=C1)N (2,2-bis[4-(4-aminophenyloxy)phenyl])hexafluoropropane